NC1(CC1)COC1=CC=2N(C=C1)C(=CN2)C2=CC(=C(C(=O)NC1CC1)C(=C2)OC)OC(F)F 4-[7-[(1-aminocyclopropyl)methoxy]imidazo[1,2-a]pyridin-3-yl]-N-cyclopropyl-2-(difluoromethoxy)-6-methoxy-benzamide